FC1=C(C=CC(=C1)[C@H]1N([C@@H](CC2=C3C(=CC=C12)NN=C3)C)CC(F)(F)F)NC3CN(C3)CCCF N-(2-fluoro-4-((6R,8R)-8-methyl-7-(2,2,2-trifluoroethyl)-6,7,8,9-tetrahydro-3H-pyrazolo[4,3-f]isoquinolin-6-yl)phenyl)-1-(3-fluoropropyl)azetidin-3-amine